N1(C=NC=C1)C1=CC=CC(=N1)C(=O)NC1=CC(=NC=C1)C(F)(F)F 6-(1H-imidazol-1-yl)-N-(2-(trifluoromethyl)pyridin-4-yl)picolinamide